N,N'-bis-(2-hydroxybenzyl)ethylene-diamine OC1=C(CNCCNCC2=C(C=CC=C2)O)C=CC=C1